2-Cyanocyclopentyl (8-amino-7-fluoro-6-(8-methyl-2,3-dihydro-1H-pyrido[2,3-b][1,4]oxazin-7-yl)isoquinolin-3-yl)carbamate NC=1C(=C(C=C2C=C(N=CC12)NC(OC1C(CCC1)C#N)=O)C1=C(C2=C(OCCN2)N=C1)C)F